C(C)OC(CCC(=O)C1=NC2=CC(=CC=C2C=C1O)C1=CC=C(C=C1)C(F)(F)F)=O 4-[3-Hydroxy-7-(4-trifluoromethyl-phenyl)-quinolin-2-yl]-4-oxo-butyric acid ethyl ester